6-[4-[1-(morpholin-4-yl)ethyl]phenyl]-4-[(3S)-piperidin-3-ylamino]pyrido[3,2-d]pyrimidine-8-carboxamide N1(CCOCC1)C(C)C1=CC=C(C=C1)C=1C=C(C=2N=CN=C(C2N1)N[C@@H]1CNCCC1)C(=O)N